2-(tetrahydrofuran-2-yl)propane-1,3-diol O1C(CCC1)C(CO)CO